FC1=C(CN(CC(COC2=C(C=C(C=C2)CC(CC)=O)OC)O)C)C=CC=C1 (4-(3-((2-fluorobenzyl)(methyl)amino)-2-hydroxypropoxy)-3-methoxyphenyl)butanone